1-(5-(aminomethyl)thiophen-2-yl)-2-((2-methyl-6-(1,4-oxazepan-4-yl)quinazolin-4-yl)thio)ethan-1-one hydrochloride Cl.NCC1=CC=C(S1)C(CSC1=NC(=NC2=CC=C(C=C12)N1CCOCCC1)C)=O